ClC=1C=CC(=C(C1)C1=CC(=CC=C1C(NC=1SC=2C(=NC=C(N2)C2CC2)N1)=O)CC(=O)O)OC 2-(5'-chloro-6-((6-cyclopropylthiazolo[4,5-b]pyrazin-2-yl)carbamoyl)-2'-methoxy-[1,1'-biphenyl]-3-yl)acetic acid